(ethylamino)-4-(methoxymethyl)pyrrolidin C(C)NN1CCC(C1)COC